C(C)OC(C(C[C@@]1(C(C=C[C@H]1NC1=C(C(=O)[O-])C=CC(=C1)OC)=O)C1=CC=CC=C1)(F)F)=O 2-(((1r,5r)-5-(3-ethoxy-2,2-difluoro-3-oxopropyl)-4-oxo-5-phenylcyclopent-2-en-1-yl) amino)-4-methoxybenzoate